O=C1NC(CCC1N1CC2=CC=C(C=C2C1)N1C2CN(CC1CC2)CC2=C(CC(CC2)(C)C)C2=CC=C(C=C2)F)=O 2-(2,6-dioxopiperidin-3-yl)-5-(3-((4'-fluoro-5,5-dimethyl-3,4,5,6-Tetrahydro-[1,1'-biphenyl]-2-yl)methyl)-3,8-diazabicyclo[3.2.1]octane-8-yl)isoindoline